FC([C@](O)(C1=CN=CS1)C=1NC=C(N1)CC1=CC=NC=C1)(F)F (S)-2,2,2-Trifluoro-1-(4-(pyridin-4-ylmethyl)-1H-imidazol-2-yl)-1-(thiazol-5-yl)ethan-1-ol